5-(1,3-dioxolan-2-yl)-2-(3-(trifluoromethoxy)phenoxy)thiazole O1C(OCC1)C1=CN=C(S1)OC1=CC(=CC=C1)OC(F)(F)F